BrC1=C(C(=C(C=C1F)CC=O)O)[N+](=O)[O-] 2-(4-bromo-5-fluoro-2-hydroxy-3-nitrophenyl)acetaldehyde